BrC=1C=CC(=NC1)C(C(F)(F)F)OCC(=O)O 2-(1-(5-bromopyridin-2-yl)-2,2,2-trifluoroethoxy)acetic acid